ClC=1C=CC(=C(C1)C1=CC(C1)N)F 3-(5-chloro-2-fluorophenyl)cyclobut-2-enamine